OC=1C(N(C(C1C(=O)C=1OC2=C(C1)C=CC=C2OC)C2=NC=CC=C2)CCCN2C=NC=C2)=O 3-hydroxy-1-[3-(1H-imidazol-1-yl)propyl]-4-[(7-methoxy-1-benzofuran-2-yl)carbonyl]-5-(2-pyridinyl)-1,5-dihydro-2H-pyrrol-2-one